3-(5-(4-(4-chlorophenoxy)phenyl)-2H-tetrazol-2-yl)propan-1-ol ClC1=CC=C(OC2=CC=C(C=C2)C=2N=NN(N2)CCCO)C=C1